S1C=C(C=C1)C[C@H](N)C(=O)O 3-(3-thienyl)alanine